BrC=1C(=NC(=CC1N)SCC)OC 3-bromo-6-(ethylsulfanyl)-2-methoxypyridin-4-amine